tert-butyl 4-(4-(4-(2-(2-aminoethoxy)ethylamino)-6-(4-methoxyphenyl)pyridin-2-yl)phenyl)piperazine-1-carboxylate NCCOCCNC1=CC(=NC(=C1)C1=CC=C(C=C1)OC)C1=CC=C(C=C1)N1CCN(CC1)C(=O)OC(C)(C)C